1-((2R,5S)-4-(7-(4-fluoropyridin-2-yl)-5-methyl-7H-pyrrolo[2,3-d]pyrimidin-4-yl)-2,5-dimethylpiperazin-1-yl)-2,2-dimethylpropan-1-one FC1=CC(=NC=C1)N1C=C(C2=C1N=CN=C2N2C[C@H](N(C[C@@H]2C)C(C(C)(C)C)=O)C)C